2-((3-cyclobutyl-1-methyl-1H-pyrazol-5-yl)sulfonyl)-2,6-diazaspiro[3.3]heptane C1(CCC1)C1=NN(C(=C1)S(=O)(=O)N1CC2(C1)CNC2)C